3-(2-aminoethyl)-7-fluoro-5-hydroxyquinolin-2(1H)-one trifluoroacetate FC(C(=O)O)(F)F.NCCC=1C(NC2=CC(=CC(=C2C1)O)F)=O